1-allyl 2-methyl (2S,4R)-4-(benzyl(tert-butoxycarbonyl)amino)pyrrolidine-1,2-dicarboxylate C(C1=CC=CC=C1)N([C@@H]1C[C@H](N(C1)C(=O)OCC=C)C(=O)OC)C(=O)OC(C)(C)C